FC(C(=O)O)(F)F.ClC=1C=C(C=C(C1OC=1C=C2C(=CN1)NC=C2C(C)C)Cl)N2N=C(C(NC2=O)=O)C#N 2-(3,5-dichloro-4-((3-isopropyl-1H-pyrrolo[2,3-c]pyridin-5-yl)oxy)phenyl)-3,5-dioxo-2,3,4,5-tetrahydro-1,2,4-triazine-6-carbonitrile trifluoroacetate